(R)-5-(3-(7-(((3S,4R)-3-fluoropiperidin-4-yl)amino)-3-(2,2,2-trifluoroethyl)benzo[b]thiophen-2-yl)-1,2,4-oxadiazol-5-yl)pyrrolidin-2-one F[C@H]1CNCC[C@H]1NC1=CC=CC2=C1SC(=C2CC(F)(F)F)C2=NOC(=N2)[C@H]2CCC(N2)=O